ethyl 4-(2-(benzyloxy)phenyl)-2,4-dioxobutanoate C(C1=CC=CC=C1)OC1=C(C=CC=C1)C(CC(C(=O)OCC)=O)=O